N-(2-(dimethylamino)ethyl)-6-[76Br]bromopyridazine-3-carboxamide CN(CCNC(=O)C=1N=NC(=CC1)[76Br])C